(dl)-4-(4-chlorophenyl)-1-(1H-1,2,4-triazole-1-yl)butan tert-butyl-3-((4-cyano-2,3,5,6-tetrafluorophenyl)sulfonamido)piperidine-1-carboxylate C(C)(C)(C)OC(=O)N1CC(CCC1)NS(=O)(=O)C1=C(C(=C(C(=C1F)F)C#N)F)F.ClC1=CC=C(C=C1)CCCCN1N=CN=C1